N-(4-([1,1'-biphenyl]-4-ylamino)benzyl)-N-hydroxy-4-methyltetrahydro-2H-pyran-4-carboxamide C1(=CC=C(C=C1)NC1=CC=C(CN(C(=O)C2(CCOCC2)C)O)C=C1)C1=CC=CC=C1